CC1=C2C=CC=NC2=CC(=C1)[N+](=O)[O-] 5-methyl-7-nitroquinoline